3-((2-amino-3-isopropylphenyl)(methyl)amino)propanoic acid ethyl ester C(C)OC(CCN(C)C1=C(C(=CC=C1)C(C)C)N)=O